O(C=1C=C(C=CC1)ONC1=CC=CC=C1)C=1C=C(C=CC1)ONC1=CC=CC=C1 4'-[oxybis(3,1-phenyleneoxy)]dianiline